FC1=CC(=C(C=C1)NS(=O)=O)[N+](=O)[O-].[Na] sodium N-(4-fluoro-2-nitrophenyl)sulfonamide